CN1C=NC2=CC=C(C(=C2C1=O)C)OC=1C(=C(C=C(C1)C)NS(=O)(=O)CCC)F N-(3-((3,5-dimethyl-4-oxo-3,4-dihydroquinazolin-6-yl)oxy)-2-fluoro-5-methylphenyl)propane-1-sulfonamide